C12(CC3CC(CC(C1)C3)C2)N(CCCCCCCSC=2C=C3CN(C(C3=CC2)=O)C2C(NC(CC2)=O)=O)C 3-(5-((7-((adamantan-1-yl)(methyl)amino)heptyl)thio)-1-oxoisoindolin-2-yl)piperidine-2,6-dione